(3-methoxyphenyl)(4-nitrophenyl)methanol COC=1C=C(C=CC1)C(O)C1=CC=C(C=C1)[N+](=O)[O-]